C(C)C=1C=2N(C=C(C1)C=1NC3=CC=C(C=C3C1C(C)C)C1CCN(CC1)CC(=O)NC)N=CN2 2-(4-(2-(8-ethyl-[1,2,4]triazolo[1,5-a]pyridin-6-yl)-3-isopropyl-1H-indol-5-yl)piperidin-1-yl)-N-methylacetamide